The molecule is the L-enantiomer of arabinonic acid. It is a conjugate acid of a L-arabinonate. It is an enantiomer of a D-arabinonic acid. C([C@@H]([C@@H]([C@H](C(=O)O)O)O)O)O